1-(bicyclo[1.1.1]pentan-1-yl)-4-((2-phenylpyrimidin-5-yl)methyl)piperazine-2,3-dione C12(CC(C1)C2)N2C(C(N(CC2)CC=2C=NC(=NC2)C2=CC=CC=C2)=O)=O